COC1=CC(=CC(=C1O)OC)C2=[O+]C3=CC(=CC(=C3C=C2O)O)O The molecule is an anthocyanidin cation that is delphinidin carrying methyl substituents at positions 3' and 5'. It has a role as a biological pigment and a metabolite. It derives from a delphinidin. It is a conjugate acid of a malvidin(1-).